methyl 6-((5H-dibenzo[b,f]azepin-5-yl)methyl)nicotinate C1=CC=CC=2N(C3=C(C=CC21)C=CC=C3)CC3=NC=C(C(=O)OC)C=C3